N1(N=NN=C1C1=NN=NN1C(=O)O)C(=O)O 5,5'-bitetrazole-1,1'-dicarboxylic acid